CO[C@H]1C[C@@H]2CN([C@H]1[C@@H]2N)[C@@H](C)C2=CC=CC=C2 (1S,4R,6S,7R)-6-methoxy-2-[(1S)-1-phenylethyl]-2-azabicyclo[2.2.1]heptane-7-amine